2-(piperidinyl)ethylmethacrylamide N1(CCCCC1)CCC=C(C(=O)N)C